NC1=C(N=C2N1C=CC=C2C2=CC(=CC(=C2)OC)F)C(=O)NCCC 3-Amino-8-(3-fluoro-5-methoxyphenyl)-N-propylimidazo[1,2-a]pyridine-2-carboxamide